C(=C)OCCCl 2-Chloroethyl vinyl ether